5-[4-[(3S)-1-(3-fluoropropyl)pyrrolidin-3-yl]oxyphenyl]-6-(4-hydroxyphenyl)-8,9-dihydro-7H-benzo[7]annulene-2-carboxylic acid FCCCN1C[C@H](CC1)OC1=CC=C(C=C1)C1=C(CCCC2=C1C=CC(=C2)C(=O)O)C2=CC=C(C=C2)O